4-(2-{[(4aS,7aR)-1-[2-(oxolan-2-yl)ethyl]-octahydro-1H-cyclopenta[b]pyridin-4a-yl]methoxy}-8-fluoro-4-(1,4-oxazepan-4-yl)pyrido[4,3-d]pyrimidin-7-yl)-5-ethynyl-6-fluoronaphthalen-2-ol O1C(CCC1)CCN1[C@H]2[C@@](CCC1)(CCC2)COC=2N=C(C1=C(N2)C(=C(N=C1)C1=CC(=CC2=CC=C(C(=C12)C#C)F)O)F)N1CCOCCC1